[Cl-].C[NH2+]C DIMETHYLAMMONIUM CHLORIDE